2-chloro-N-(4-((6-nitro-2-oxo-2H-benzopyran-4-yl)amino)phenyl)benzenesulfonamide ClC1=C(C=CC=C1)S(=O)(=O)NC1=CC=C(C=C1)NC1=CC(OC2=C1C=C(C=C2)[N+](=O)[O-])=O